1-(4-Methoxycyclohexyl)-N5-(1-(3-oxomorpholino)piperidin-4-yl)-1H-pyrazol-3,5-dicarboxamid COC1CCC(CC1)N1N=C(C=C1C(=O)NC1CCN(CC1)N1C(COCC1)=O)C(=O)N